C1(CC1)C=1C=C(C=2N(C1)C=C(N2)CN2N=NC(=C2)C(=O)O)F 1-((6-cyclopropyl-8-fluoroimidazo[1,2-a]pyridin-2-yl)methyl)-1H-1,2,3-triazole-4-carboxylic acid